C(C)(C)(C)OC(NC1(CC1)C1=C(C=CC=C1)C1=CC=NC=C1)=O tert-butyl(1-(2-(pyridin-4-yl)phenyl)cyclopropyl)carbamate